C(C1=CC=CC=C1)N1N=NC(=C1)CN1C(N(C2=C1C=C(C=C2)Cl)CC(O)C2=CC(=C(C=C2)Cl)Cl)=N 2-(3-((1-benzyl-1H-1,2,3-triazol-4-yl)methyl)-5-chloro-2-imino-2,3-dihydro-1H-benzo[d]imidazol-1-yl)-1-(3,4-dichlorophenyl)ethan-1-ol